COC=1C=C2C(=C(NC2=CC1)C)CC(=O)N[C@H]1C[C@H](CCC1)NC1=CC(=NC2=CC=CC=C12)C(F)(F)F 2-(5-methoxy-2-methyl-1H-indol-3-yl)-N-[(1r,3s)-3-{[2-(trifluoromethyl)quinolin-4-yl]amino}cyclohexyl]acetamide